(S)-1-cyclopropyl-4-(1-(6-(4-fluoro-1H-pyrazol-1-yl)pyridin-3-yl)ethyl)-1,4,9-triazaspiro[5.5]undecane-2,5-dione C1(CC1)N1C(CN(C(C12CCNCC2)=O)[C@@H](C)C=2C=NC(=CC2)N2N=CC(=C2)F)=O